4-(5-cyano-2-methoxyphenyl)-6-methylpyridine-3-carboxylic acid C(#N)C=1C=CC(=C(C1)C1=C(C=NC(=C1)C)C(=O)O)OC